N-[1-(1,3-thiazol-2-yl)ethyl]-5-[5-(trifluoromethyl)-1,2,4-oxadiazol-3-yl]pyrimidin-2-amine S1C(=NC=C1)C(C)NC1=NC=C(C=N1)C1=NOC(=N1)C(F)(F)F